7-[2-(4-methyl-piperazin-1-yl)-ethoxy]-3-{6-[4-(1-methyl-1H-pyrazol-4-yl)-benzyloxy]-pyrimidin-4-yl}-imidazo[1,2-a]pyridine CN1CCN(CC1)CCOC1=CC=2N(C=C1)C(=CN2)C2=NC=NC(=C2)OCC2=CC=C(C=C2)C=2C=NN(C2)C